FC(C1CC(C1)NC(N)=O)F 3-[3-(difluoro-methyl)cyclobutyl]urea